C1CCN2C1CCCCC2=O octahydro-5H-pyrrolo[1,2-a]azepin-5-one